CC1(C(CN(CC1)C(=O)OC(C)(C)C)=O)C(=O)OCC 1-(tert-butyl) 4-ethyl 4-methyl-3-oxopiperidine-1,4-dicarboxylate